Cl.FC=1C=C(OC2=CC=C(C=N2)[C@H](C)N)C=CC1F (S)-1-(6-(3,4-difluorophenoxy)pyridin-3-yl)ethan-1-amine hydrochloride